CN1CCN(CC1)C1=CC=C(C=C1)C=1C=C(C(=NC1)N)C1=CC(=C(C(=C1)OC)OC)OC 5-[4-(4-methylpiperazin-1-yl)phenyl]-3-(3,4,5-trimethoxy-phenyl)pyridin-2-amine